(2S)-N-(4-(Cyclopropylamino)-3,4-dioxo-1-((S)-2-oxopyrrolidin-3-yl)butan-2-yl)-2-((E)-3-(5-fluoropyridin-2-yl)acrylamido)-4,4-dimethylpentanamid C1(CC1)NC(C(C(C[C@H]1C(NCC1)=O)NC([C@H](CC(C)(C)C)NC(\C=C\C1=NC=C(C=C1)F)=O)=O)=O)=O